CC1=C(C=CC=C1CN1C=CC2=CC(=CC=C12)OC)C1=C(C=CC=C1)C 1-((2,2'-dimethyl-[1,1'-biphenyl]-3-yl)methyl)-5-methoxy-1H-indole